OCCCCCCNC(=O)C1C[C@H](C([C@@H](C1)OCCC(=O)OC(C)(C)C)OCCC(=O)OC(C)(C)C)OCCC(=O)OC(C)(C)C tri-tert-butyl 3,3',3''-(((1R,2S,3R,5S)-5-((6-hydroxyhexyl)carbamoyl)cyclohexane-1,2,3-triyl)tris(oxy))tripropionate